[S-2].[Cr+3].[Na+].[S-2] sodium chromium sulfide